dichloro-di-tert-butyl-(4-dimethylaminophenyl)palladium (II) phosphorus [P+3].ClC(C(C)(C)[Pd-](C1=CC=C(C=C1)N(C)C)C(C)(C)C)Cl.ClC(C(C)(C)[Pd-](C(C)(C)C)C1=CC=C(C=C1)N(C)C)Cl.ClC(C(C)(C)[Pd-](C(C)(C)C)C1=CC=C(C=C1)N(C)C)Cl